ClC=1C=CC2=C(C[C@H](CC=3N2C(=NN3)[C@@H]3CC[C@H](CC3)OC3=NC=CC=C3)NC(C(F)(F)F)=O)C1 N-{(5R)-8-chloro-1-[trans-4-(pyridin-2-yloxy)cyclohexyl]-5,6-dihydro-4H-[1,2,4]triazolo[4,3-a][1]benzazepin-5-yl}-2,2,2-trifluoroacetamide